C1(=CC=CC=C1)C(\C=C\C=C\C1=CC=CC=C1)=O (2e,4e)-1,5-diphenylpenta-2,4-dien-1-one